3-methyl-3-(trimethylsiloxy)-1-butyne CC(C#C)(C)O[Si](C)(C)C